N-{(S)-1,2,3-trimethoxy-9-oxo-10-{[(R)-tetrahydrofuran-3-yl]oxy}-5,6,7,9-tetrahydrobenzo[a]heptalen-7-yl}acetamide COC1=C(C(=CC2=C1C1=CC=C(C(C=C1[C@H](CC2)NC(C)=O)=O)O[C@H]2COCC2)OC)OC